FC(C=1C=C(C(=O)N[C@H](C)C2=CC(=NO2)C2=CC(=NC=C2)C(F)(F)F)C=CC1)(F)F (R)-3-(trifluoromethyl)-N-(1-(3-(2-(trifluoromethyl)pyridin-4-yl)isoxazol-5-yl)ethyl)benzamide